2-(4-chlorobenzyl)-N3-(4-(trifluoromethyl)phenyl)quinoxaline-2,3-diamine ClC1=CC=C(CC2(NC3=CC=CC=C3N=C2NC2=CC=C(C=C2)C(F)(F)F)N)C=C1